4'-(cyclohexanecarbonyl)-N-cyclopropyl-6-methyl-[1,1'-biphenyl]-3-carboxamide C1(CCCCC1)C(=O)C1=CC=C(C=C1)C1=CC(=CC=C1C)C(=O)NC1CC1